5-chloro-2-(methoxymethyl)imidazo[1,2-c]Pyrimidine ClC1=NC=CC=2N1C=C(N2)COC